1'-(5-hydroxy-2-(4-methoxyphenyl)-1-phenyl-4-(piperidin-1-ylmethyl)-1H-indole-3-carbonyl)-3H-spiro[isobenzofuran-1,4'-piperidin]-3-one OC=1C(=C2C(=C(N(C2=CC1)C1=CC=CC=C1)C1=CC=C(C=C1)OC)C(=O)N1CCC2(CC1)OC(C1=CC=CC=C12)=O)CN1CCCCC1